N=1NC=C2C(=CC=CC12)O 2H-indazol-4-ol